tert-butyl N-(3-iodo-4,5,6,7-tetrahydrobenzothiophen-5-yl)carbamate IC1=CSC2=C1CC(CC2)NC(OC(C)(C)C)=O